P(=O)(OC1=CC=C2NC=3C=C(C(C(C3C(C2=C1)(C)C)Cl)=O)Cl)([O-])[O-] (1,3-dichloro-9,9-dimethylacridan-2-one-7-yl) phosphate